C(C)NCC1=CC(=NC(=N1)C(F)(F)F)C(=O)N1CCC(CC1)N1CC(C1)(N1N=CC(=C1)C=1C2=C(N=CN1)NC=C2)CC#N {1-(1-{[6-[(ethylamino)methyl]-2-(trifluoromethyl)pyrimidin-4-yl]carbonyl}piperidin-4-yl)-3-[4-(7H-pyrrolo[2,3-d]pyrimidin-4-yl)-1H-pyrazol-1-yl]azetidin-3-yl}acetonitrile